3-((8-methoxy-2-(6-(trifluoromethyl)pyridin-3-yl)-2,3-dihydrobenzo[b][1,4]dioxin-6-yl)methyl)-3H-imidazo[4,5-b]pyridine COC1=CC(=CC2=C1OC(CO2)C=2C=NC(=CC2)C(F)(F)F)CN2C=NC=1C2=NC=CC1